Benzyl (2R)-2-(5,6-difluoro-1H-indole-3-carbonyl)pyrrolidine-1-carboxylate FC=1C=C2C(=CNC2=CC1F)C(=O)[C@@H]1N(CCC1)C(=O)OCC1=CC=CC=C1